OCC1=C2C(=NN(C2=CC=C1)C1=CC=C(C=C1)S(F)(F)(F)(F)F)C#N 4-(hydroxymethyl)-1-(4-(pentafluoro-λ6-sulfanyl)phenyl)-1H-indazole-3-carbonitrile